C1CCC(CC1)NC2=C(C=CC(=C2)F)[N+](=O)[O-] N-cyclohexyl-5-fluoro-2-nitroaniline